ClC1=CC(=C(C=C1C1=C(C=CC=C1)C#N)C(=O)O)O 6-Chloro-2'-cyano-4-hydroxy-[1,1'-biphenyl]-3-carboxylic acid